(9S)-9-[4-(4-bromophenoxy)phenyl]-3,4,6,7,8,9-hexahydropyrido[2,1-c][1,2,4]thiadiazine 2,2-dioxide BrC1=CC=C(OC2=CC=C(C=C2)[C@@H]2CCCN3C2=NS(CC3)(=O)=O)C=C1